CC1=CC=2C(C3=CC=C(C=C3NC2C=C1)CCN1CCCCC1)(C)C 2,9,9-trimethyl-6-(2-(piperidin-1-yl)ethyl)-9,10-dihydroacridine